tert-Butyl (2R,5R)-4-(2-(6-(4-fluorobenzyl)-5-(hydroxymethyl)-3,3-dimethyl-2,3-dihydro-1H-pyrrolo[3,2-b]pyridin-1-yl)-2-oxoethyl)-5-(methoxymethyl)-2-methylpiperazine-1-carboxylate FC1=CC=C(CC=2C=C3C(=NC2CO)C(CN3C(CN3C[C@H](N(C[C@@H]3COC)C(=O)OC(C)(C)C)C)=O)(C)C)C=C1